C(#N)C=1C=CC(=C(C1)C1=CC(=NC=C1C(=O)NC=1SC2=NC(=CC=C2N1)C1=CC=C(C=C1)C(C)(C)O)C)OC 4-(5-cyano-2-methoxyphenyl)-N-(5-(4-(2-hydroxypropan-2-yl)phenyl)thiazolo[5,4-b]pyridin-2-yl)-6-methylnicotinamide